Cl.BrC1=CC=C(C(=N1)NC(=O)[C@H]1NC2CC[C@H]1C2)C (3S,4S)-N-(6-bromo-3-methylpyridin-2-yl)-2-azabicyclo[2.2.1]Heptane-3-carboxamide hydrochloride